N-[(5-chlorothiophen-2-yl)methyl]-3-[1-(morpholine-4-carbonyl)azepan-4-yl]-1H-pyrazol-5-amine ClC1=CC=C(S1)CNC1=CC(=NN1)C1CCN(CCC1)C(=O)N1CCOCC1